1-benzyl-4-(4-(trifluoromethyl)phenyl)piperidin-4-ol C(C1=CC=CC=C1)N1CCC(CC1)(O)C1=CC=C(C=C1)C(F)(F)F